C(C1=CC=CC=C1)N1C[C@H]([C@@H](C1)[N+](=O)[O-])C=1C=CC(=NC1)C trans-5-(1-benzyl-4-nitropyrrolidin-3-yl)-2-methylpyridine